BrC1=CC=C(C=C1)N1C(N(C2=C1C(=CC=C2)C)CC(=O)NCC(F)(F)F)=O 2-[3-(4-bromophenyl)-4-methyl-2-oxo-benzimidazol-1-yl]-N-(2,2,2-trifluoroethyl)acetamide